(S)-8-(2-chloro-3-fluorophenyl)-9-(4-((1-(3-fluoropropyl)pyrrolidin-3-yl)oxy)phenyl)-N-methoxy-N-methyl-6,7-dihydro-5H-benzo[7]annulene-3-carboxamide ClC1=C(C=CC=C1F)C=1CCCC2=C(C1C1=CC=C(C=C1)O[C@@H]1CN(CC1)CCCF)C=CC(=C2)C(=O)N(C)OC